1H-pyrrole-2-carbohydrazide N1C(=CC=C1)C(=O)NN